[Li].[Ni].[Li] lithium nickel-lithium